ClC1=CC=C2[C@@](CCOC2=C1)(C=O)COC1=C(C=C(C(=O)OC(C)(C)C)C=C1)[N+](=O)[O-] (R)-TERT-BUTYL 4-((7-CHLORO-4-FORMYLCHROMAN-4-YL)METHOXY)-3-NITROBENZOATE